N-(6-(3-(5-acetamido-1,3,4-thiadiazol-2-yl)pyrrolidin-1-yl)pyridazin-3-yl)-2-(3-(trifluoromethoxy)phenyl)acetamide C(C)(=O)NC1=NN=C(S1)C1CN(CC1)C1=CC=C(N=N1)NC(CC1=CC(=CC=C1)OC(F)(F)F)=O